2-(2,6-Diazaspiro[3.4]octan-6-yl)benzonitrile C1NCC12CN(CC2)C2=C(C#N)C=CC=C2